C(C)OC(C(CNC(C1=NC=C(C=C1O)C1=CC(=CC=C1)NCC1=CC=C(C=C1)Cl)=O)(C)C)=O 3-(5-(3-((4-Chlorobenzyl)amino)phenyl)-3-hydroxypicolinamido)-2,2-dimethylpropionic acid ethyl ester